C1(=CCCCC1)C=1C(=C(C=NC1C)C(=O)NC1=CC(=C(C=C1)OC1=CC=NC2=CC(=C(C=C12)OC)OC)F)O 5-(cyclohexen-1-yl)-N-[4-(6,7-dimethoxyquinolin-4-yl)oxy-3-fluorophenyl]-4-hydroxy-6-methylpyridine-3-carboxamide